NC1=NC=CC(=C1Cl)SC=1N=C2C(=NC1)NC(=N2)N2CCC1(CC2)[C@@H](C=2C(=NC=C(C2)F)C1)N (S)-1'-(5-((2-amino-3-chloropyridin-4-yl)thio)-1H-imidazo[4,5-b]pyrazin-2-yl)-3-fluoro-5,7-dihydrospiro[cyclopenta[b]pyridine-6,4'-piperidin]-5-amine